N-(3-chloro-2-(hydroxymethyl)benzyl)-1-(5-methyl-2-((tetrahydro-2H-pyran-4-yl)amino)pyrimidin-4-yl)-1H-imidazole-4-carboxamide ClC=1C(=C(CNC(=O)C=2N=CN(C2)C2=NC(=NC=C2C)NC2CCOCC2)C=CC1)CO